Cl.[N+](=O)([O-])C1=CC(=NC=C1)N1CCNCC1 1-(4-nitropyridin-2-yl)piperazine hydrochloride